NC1=NNC(C2=C1N(N=C2[C@@H]2CN(CCC2)C(C#CC)=O)C2=CC=C(C=C2)OC2=C(C=CC=C2)F)=O (S)-7-amino-3-(1-(but-2-ynoyl)piperidin-3-yl)-1-(4-(2-fluorophenoxy)phenyl)-1,5-dihydro-4H-pyrazolo[3,4-d]pyridazin-4-one